C1(CCC1)C(C(=O)NC1(CC1)C1=CC=C(C(=O)OC)C=C1)O methyl 4-(1-(2-cyclobutyl-2-hydroxyacetamido)cyclopropyl)benzoate